COC=1C=C(\C=N\NC(=O)C2=NC=CC(=N2)C2=CC=C(C=C2)OC(C)C)C=C(C1)OC (E)-N'-(3,5-dimethoxybenzylidene)-4-(4-isopropoxyphenyl)pyrimidine-2-carbohydrazide